O=C1NC(CCC1NC1=CC(=C(C=C1)N1CCN(CC1)C1CCC(CC1)N1N=CC(=C1)C=1N=C(C=2N(C1)N=CC2C#N)C=2C=NC(=CC2)F)F)=O 6-[1-[4-[4-[4-[(2,6-dioxo-3-piperidyl)amino]-2-fluoro-phenyl]piperazin-1-yl]cyclohexyl]pyrazol-4-yl]-4-(6-fluoro-3-pyridyl)pyrazolo[1,5-a]pyrazine-3-carbonitrile